C(C)(C)(C)OC(NC(COC1=C(C=C(C=C1)[N+](=O)[O-])C[S@](=O)C)(C)C)=O |r| (±)-(2-methyl-1-(2-((methylsulfinyl)methyl)-4-nitrophenoxy)propan-2-yl)carbamic acid tert-butyl ester